C(C)(=O)O[C@@H](C(=O)N(C=1N=C2N(N1)C(CC2)C2=CC(=CC(=C2)F)F)C(=O)OC(C)(C)C)C (2R)-1-((tert-butoxycarbonyl)(5-(3,5-difluorophenyl)-6,7-dihydro-5H-pyrrolo[1,2-b][1,2,4]triazol-2-yl)amino)-1-oxopropan-2-yl acetate